O=C1NC(CCC1N1C(C2=CC=CC(=C2C1=O)NCC1=CC=C(C=C1)CN1CCC(CC1)OC(F)(F)F)=O)=O 2-(2,6-dioxopiperidin-3-yl)-4-(4-((4-(trifluoromethoxy)piperidin-1-yl)methyl)benzylamino)isoindoline-1,3-dione